2-(5-fluoro-2-pyridinyl)-6,6-dimethyl-3-(1H-pyrrolo[3,2-b]pyridin-7-yl)-4,7-dihydropyrazolo[5,1-c][1,4]oxazine FC=1C=CC(=NC1)C1=NN2C(COC(C2)(C)C)=C1C1=C2C(=NC=C1)C=CN2